CC(C[C@H](NC([C@H](CC1=CC=CC=C1)NC(=O)C1=NC=CN=C1)=O)B(O)O)C [(1R)-3-methyl-1-({(2S)-3-phenyl-2-[(pyrazin-2-ylcarbonyl)amino]propanoyl}-amino)butyl]boronic acid